ClC1=CC(=C(C=C1Cl)C(C1CCN(CC1)C(=O)[C@@H]1OC(OC1)(C)C)NC)OC [(4,5-dichloro-2-methoxyphenyl)([1-[(4R)-2,2-dimethyl-1,3-dioxolane-4-carbonyl]piperidin-4-yl])methyl](methyl)amine